CN1N=NC(=C1B1OCC(C(O1)(C)C)(C)C)C 1,4-dimethyl-5-(4,4,5,5-tetramethyl-1,3,2-dioxaborinan-2-yl)-1,2,3-triazole